N-((3-((5-((3S,4S)-4-amino-3-methyl-2-oxa-8-azaspiro[4.5]decan-8-yl)pyrazin-2-yl)thio)-2-chlorophenyl)carbamoyl)pyridine-3-sulfonamide N[C@@H]1[C@@H](OCC12CCN(CC2)C=2N=CC(=NC2)SC=2C(=C(C=CC2)NC(=O)NS(=O)(=O)C=2C=NC=CC2)Cl)C